FC(C=1C=C(C=C(C1)C(F)(F)F)N1CCN(CC1)S(=O)(=O)C1=CC=C(C=C1)NC(C1=C(C=CC=C1)N(S(=O)(=O)C)C)=O)(F)F N-(4-((4-(3,5-bis(trifluoromethyl)phenyl)piperazin-1-yl)sulfonyl)phenyl)-2-(N-methylmethylsulfonamido)benzamide